C1CC12[C@@H](CC1(OCCO1)CC2)CN2C=NC1=C2C=C(C=C1)C#N |r| rac-1-((7,10-dioxadispiro[2.2.46.23]dodecan-4-yl)methyl)-1H-benzo[d]imidazole-6-carbonitrile